COC(C1=CC=C(C=C1)Br)(C1=CC=C(C=C1)C=1SC=CC1)OC 4-bromo-4'-thiophenylbenzophenone dimethyl acetal